ethyl 2-(2-(3-fluorobenzoyl) hydrazineyl)-2-oxoacetate FC=1C=C(C(=O)NNC(C(=O)OCC)=O)C=CC1